COC=1C=CC(=C(OC2=CC=CC(=N2)NC(=O)[C@@H](CC)NC(OC(C)(C)C)=O)C1)C tert-butyl N-[(1R)-1-[[6-(5-methoxy-2-methyl-phenoxy)-2-pyridyl]carbamoyl]propyl]carbamate